CC=1N(C(=CN1)[N+](=O)[O-])CCN(C)CC(=O)N[C@@H](CC1=CNC=N1)C(=O)O 2-(2-methyl-5-nitro-1H-imidazolyl)ethylsarcosyl-histidine